Butyl-pyrazole C(CCC)C1=NNC=C1